OC(C)C=1C(=NC(=CC1)N1C=NC2=C1C=CC(=C2)NC=2N=NC(=CC2)C)N2CC(CC2C)C#N 1-[3-(1-hydroxyethyl)-6-[5-[(6-methylpyridazin-3-yl)amino]benzimidazol-1-yl]-2-pyridyl]-5-methyl-pyrrolidine-3-carbonitrile